(S)-N-(3-hydroxyphenyl)-5-(methyl-(1-phenylethyl)amino)-7-(1H-pyrazol-4-yl)pyrazolo[1,5-a]pyrimidine-2-carboxamide OC=1C=C(C=CC1)NC(=O)C1=NN2C(N=C(C=C2C=2C=NNC2)N([C@@H](C)C2=CC=CC=C2)C)=C1